ClC1=CNC=2N=C(N=C(C21)NC2CCCC2)NC2=CC=C(C=1OCCOC12)C1=CC=NN1C 5-chloro-N4-cyclopentyl-N2-(8-(1-methyl-1H-pyrazol-5-yl)-2,3-dihydrobenzo[b][1,4]dioxin-5-yl)-7H-pyrrolo[2,3-d]pyrimidine-2,4-diamine